6-(3-(2-(1-(quinoxalin-5-yl)cyclopropoxy)acetyl)-3,8-diazabicyclo[3.2.1]octan-8-yl)nicotinonitrile N1=CC=NC2=C(C=CC=C12)C1(CC1)OCC(=O)N1CC2CCC(C1)N2C2=NC=C(C#N)C=C2